3-Fluoro-5-((5-fluoro-3-(2,2,2-trifluoroethoxy)pyridin-2-yl)oxy)-N-(3-methyl-1,1-dioxidotetrahydrothiophen-3-yl)pyrazolo[1,5-a]pyridine-2-carboxamide FC=1C(=NN2C1C=C(C=C2)OC2=NC=C(C=C2OCC(F)(F)F)F)C(=O)NC2(CS(CC2)(=O)=O)C